2-[2-chloro-4-(4-fluorophenyl)-5-(pyridin-4-yl)-1H-imidazol-1-yl]-1-(4-methylpiperazin-1-yl)ethan-1-one ClC=1N(C(=C(N1)C1=CC=C(C=C1)F)C1=CC=NC=C1)CC(=O)N1CCN(CC1)C